CN(C(=O)C=1C=C(OC2=C3CC[C@H](C3=CC=C2[N+](=O)[O-])OP(=O)(N2CC2)N2CC2)C=CC1)C Di(aziridin-1-yl)phosphinic acid (R)-4-(3-(dimethylcarbamoyl) phenoxy)-5-nitro-2,3-dihydro-1H-inden-1-yl ester